[C@H]12CN(C[C@H](CC1)N2)C2=NC(=NC1=C(C(=CC=C21)C2=CC(=CC1=CC=CC=C21)O)F)OCC(C)(C)OC 4-(4-((1R,5S)-3,8-diazabicyclo[3.2.1]octan-3-yl)-8-fluoro-2-(2-methoxy-2-methylpropoxy)quinazolin-7-yl)naphthalen-2-ol